ClCC1C(C)O1 2,3-epoxy-4-chlorobutane